CC1=CC=C(C=C1)S(=O)(=O)N1C(C(C2=CC=CC=C12)O)O 1-p-toluenesulfonyl-indoline-2,3-diol